1,5-bis((trifluoromethyl)thio)pentane FC(SCCCCCSC(F)(F)F)(F)F